2-(2-(benzyloxy)-5-bromophenoxy)-4-bromobutanoic acid methyl ester COC(C(CCBr)OC1=C(C=CC(=C1)Br)OCC1=CC=CC=C1)=O